ClC1=C(C(=CC=C1)Cl)COC1=CC=CC(=N1)S(=O)(=O)NC(=O)C=1C(=NC=CC1)N1C(CC(C1)C)(C)C N-[[6-[(2,6-Dichlorophenyl)methoxy]-2-pyridyl]sulfonyl]-2-(2,2,4-trimethylpyrrolidin-1-yl)pyridin-3-carboxamid